C(#N)C1=NN(C2=CC=C(C=C12)C1(SC=CC1)C(=O)O)C(C)C 2-(3-cyano-1-isopropyl-1H-indazol-5-yl)thiophene-2-carboxylic acid